(E)-2,5,9-trimethyl-4,9-decadien-1-al tert-Butyl-4-(7-chloro-[1,2,4]triazolo[1,5-a]pyridin-6-yl-2-d)piperidine-1-carboxylate C(C)(C)(C)OC(=O)N1CCC(CC1)C=1C(=CC=2N(C1)N=C(N2)[2H])Cl.CC(C=O)C\C=C(\CCCC(=C)C)/C